isophthalic acid (anhydride) C1(C2=CC(C(=O)O1)=CC=C2)=O